O=C1N(C(N(C(N1CCC=CC(=O)O)=O)CCC=CC(=O)O)=O)CCC=CC(=O)O.CN1CCN(CC1)C1=CC=C(C=N1)C=1C=CC=C(C(=O)N)C1 5-[6-(4-methylpiperazin-1-yl)pyridin-3-yl]benzamide (2,4,6-Trioxo-1,3,5-triazinane-1,3,5-triyl)-trisethane-2,1-diyltriacrylate